O=C1NC(CCC1C1=NN(C2=CC=CC=C12)CCC(=O)O)=O 3-(3-(2,6-Dioxopiperidin-3-yl)-1H-indazol-1-yl)propionic acid